CC1(CCN(CC1)C(C1=CN=CC=C1)=O)C(=O)N(CC(NC=1C=C2CC3(C(NC4=NC=CC=C43)=O)CC2=CC1)=O)CC1=C(C=CC=C1)CNC 4-methyl-N-(2-((methylamino)methyl)benzyl)-1-nicotinoyl-N-(2-oxo-2-((2'-oxo-1,1',2',3-tetrahydrospiro[indene-2,3'-pyrrolo[2,3-b]pyridin]-5-yl)amino)ethyl)piperidine-4-carboxamide